C1(=CC=CC2=CC=CC=C12)C(CC)=O 1-naphthyl-1-propanone